(S)-3-((3-fluorobenzyl)amino)-7,8,8a,9-tetrahydropyrrolo[1',2':3,4]imidazo[1,2-c]pyrimidin-1(6H)-one FC=1C=C(CNC=2C=C3N(C(N2)=O)C[C@H]2N3CCC2)C=CC1